5-benzyl 1-(tert-butyl) N,N-bis(2-(tert-butoxy)-2-oxoethyl)-L-glutamate C(C)(C)(C)OC(CN([C@@H](CCC(=O)OCC1=CC=CC=C1)C(=O)OC(C)(C)C)CC(OC(C)(C)C)=O)=O